BrCCOCCN1N=NC2=C1C=CC(=C2C)C(CC(=O)OCC)C2=CC(=C(C=C2)OC)[C@@H](C)N2S(OC1=C(C2)C=C(C=C1)O)(=O)=O ethyl 3-{1-[2-(2-bromoethoxy)ethyl]-4-methyl-1H-benzotriazol-5-yl}-3-{3-[(1R)-1-(6-hydroxy-2,2-dioxo-2H-1,2λ6,3-benzoxathiazin-3(4H)-yl)ethyl]-4-methoxyphenyl}propanoate